((2,4-dichlorophenoxy)methyl)-6-(piperidin-4-yloxy)pyridine 2,2,2-Trifluoroethyl-2-(5-fluoro-2-((pyrazolo[1,5-a]pyrimidine-3-carboxamido)methyl)benzofuran-7-yl)acetate FC(COC(CC1=CC(=CC=2C=C(OC21)CNC(=O)C=2C=NN1C2N=CC=C1)F)=O)(F)F.ClC1=C(OCC2=NC(=CC=C2)OC2CCNCC2)C=CC(=C1)Cl